N1(N=NC=C1)C=1C=C(C=NC1)C(=O)O 5-(triazol-1-yl)pyridine-3-carboxylic acid